FC=1C=C(C=CC1)C=1OC2=C(C1)C=C(C=C2)C=O 2-(3-fluorophenyl)benzofuran-5-carbaldehyde